Methyl-α-benzyloxyacrylat COC(C(=C)OCC1=CC=CC=C1)=O